ClC1=CC=C(C=C1)C=1C=C(C(N(N1)C=1C=NC=CC1)=O)C(=O)N[C@H](C(F)(F)F)CO 6-(4-chlorophenyl)-3-oxo-2-(pyridin-3-yl)-N-[(2S)-1,1,1-trifluoro-3-hydroxypropan-2-yl]-2,3-dihydropyridazine-4-carboxamide